OC1=C(C=C(C=C1Cl)Cl)S(=O)(=O)O 2-hydroxy-3,5-dichlorobenzenesulfonic acid